P(O)(=O)(OP(=O)(O)OP(=O)(O)O)OC[C@@H]1[C@H]([C@H]([C@@H](O1)N1C(=O)N=C(N)C=C1)OC)O.[C@H]12CC(C[C@H](CC1)O2)O[C@@H](CO)C2=C(C=CC=C2)OC(F)F (R)-2-(((1R,3s,5S)-8-oxabicyclo[3.2.1]oct-3-yl)oxy)-2-(2-(difluoromethoxy)phenyl)ethan-1-ol 2'-O-methylcytidine-5'-triphosphate